C(C)(C)(C)N(C(O)=O)CC1CCC(CC1)NC1=CC=C(C=C1)C1C(NC(CC1)=O)=O.NC1=NC(=NC(=N1)N)C(CC)C=1NC=CN1 1-(4,6-diamino-s-triazin-2-yl)propylimidazole tert-butyl-(((1r,4r)-4-((4-(2,6-dioxopiperidin-3-yl)phenyl)amino)cyclohexyl)methyl)carbamate